methyl 3-fluoro-5-vinyl-pyridine-2-carboxylate FC=1C(=NC=C(C1)C=C)C(=O)OC